3-(didodecylamino)-N1,N1,4-tri-dodecyl-1-piperazinethylamine C(CCCCCCCCCCC)N(C1CN(CCN1CCCCCCCCCCCC)CCN(CCCCCCCCCCCC)CCCCCCCCCCCC)CCCCCCCCCCCC